3,5-dimethyl-4-nitroisoxazole CC1=NOC(=C1[N+](=O)[O-])C